C1N(CCCC12CCCCC2)C2=CC(=NC(=N2)C(F)(F)F)N2CC1(CN(C1)S(=O)(=O)N(C)C)C2 6-(6-(2-azaspiro[5.5]undecan-2-yl)-2-(trifluoromethyl)pyrimidin-4-yl)-N,N-dimethyl-2,6-diazaspiro[3.3]heptane-2-sulfonamide